CC(C(=O)N1[C@H](COC2=C(C1)C(=CC(=C2)C#N)F)C)(C)C (3S)-4-(2,2-dimethylpropanoyl)-6-fluoro-3-methyl-3,5-dihydro-2H-1,4-benzoxazepine-8-carbonitrile